BrC1=CC=C(C=C1)C=1C=CC=2N(C3=CC=CC=C3C2C1)C1=CC=CC=C1 3-(4-bromophenyl)-9-phenyl-9H-carbazole